2-{3-[(3S)-3-(methylamino)pyrrolidin-1-yl]-1,2,4-triazin-6-yl}-5-(1H-pyrazol-4-yl)phenol CN[C@@H]1CN(CC1)C=1N=NC(=CN1)C1=C(C=C(C=C1)C=1C=NNC1)O